C[C@H]1CN(CCN1C)C=1C=CC(=C(C(=O)N[C@H](C)C2=CC(=CC(=C2)C=2C=NN(C2)C)C2=NN(C=C2)CC)C1)C 5-((S)-3,4-dimethylpiperazin-1-yl)-N-((R)-1-(3-(1-ethyl-1H-pyrazol-3-yl)-5-(1-methyl-1H-pyrazol-4-yl)phenyl)ethyl)-2-methylbenzamide